FC=1C=CC2=C(CCO2)C1CNC1=NC=C(C=2N=CN=CC21)C2=C(C=C(C=O)C=C2)C 4-(5-(((5-fluoro-2,3-dihydrobenzofuran-4-yl)methyl)amino)pyrido[4,3-d]pyrimidin-8-yl)-3-methylbenzaldehyde